(R)-3-(1-((6-(4-(4-acetylpiperazin-1-yl)piperidin-1-yl)-7-methoxy-2-methylquinazoline-4-yl)amino)ethyl)-2-methylbenzonitrile C(C)(=O)N1CCN(CC1)C1CCN(CC1)C=1C=C2C(=NC(=NC2=CC1OC)C)N[C@H](C)C=1C(=C(C#N)C=CC1)C